NC(CC=1C(=CC(=C(C#N)C1)Br)OC)C 5-(2-aminopropyl)-2-bromo-4-methoxybenzonitrile